(S)-3-ethyl-4-(6-(2-methyl-1H-pyrrolo[3,2-b]pyridin-5-yl)-4-(4-(methylsulfonyl)piperidin-4-yl)pyridin-2-yl)morpholine C(C)[C@@H]1N(CCOC1)C1=NC(=CC(=C1)C1(CCNCC1)S(=O)(=O)C)C1=CC=C2C(=N1)C=C(N2)C